3-carbamoyl-2,5-dimethyl-pyrazolo[1,5-a]pyrimidine-7-carboxylic acid C(N)(=O)C=1C(=NN2C1N=C(C=C2C(=O)O)C)C